OC(CN1C(N(C(C(=C1)C(=O)N)=O)C1=CC=CC=C1)=O)C 1-(2-hydroxypropyl)-2,4-dioxo-3-phenyl-1,2,3,4-tetrahydropyrimidine-5-carboxamide